CN1C(C2(C1)NCCNC2)=O 2-methyl-2,5,8-triazaspiro[3.5]nonan-1-one